methyl 3-(5-(benzyloxy)-1-(4-fluoro-3-methylphenyl)-2-isopropyl-1H-indol-3-yl)-2-hydroxy-2-methylpropanoate C(C1=CC=CC=C1)OC=1C=C2C(=C(N(C2=CC1)C1=CC(=C(C=C1)F)C)C(C)C)CC(C(=O)OC)(C)O